FC12CC(C1)(C2)CNCC=2C=CC=1N(C2)C=C(N1)CN1N=NC(=C1)C=1C=2N(C=C(C1)OC)C=NC2 ({3-fluorobicyclo[1.1.1]pentan-1-yl}methyl)({2-[(4-{6-methoxyimidazo[1,5-a]pyridin-8-yl}-1H-1,2,3-triazol-1-yl)methyl]imidazo[1,2-a]pyridin-6-yl}methyl)amine